ClC=1SC(=CN1)CN1C=CC=C2C1=NC(N(C2=O)C2=CC(=CC(=C2)F)F)=O 8-((2-chlorothiazol-5-yl)methyl)-3-(3,5-difluorophenyl)pyrido[2,3-d]pyrimidine-2,4(3h,8h)-dione